10-chloro-3-decenyloxynonoxymethyl ether ClCCCCCCCCC=COC(CCOCOCOCCC(CCCCCC)OC=CCCCCCCCCCl)CCCCCC